C(C1=CC=C(C=C1)OC)(=O)C(C(C(=O)O)(O)C(C1=CC=C(C=C1)OC)=O)(O)C(=O)O (-)-di-p-anisoyl-tartaric acid